Cl.C(C)C1=C(C(C2=CC=CC=C12)N)CC diethyl-indenamine hydrochloride